(6-Chloro-2-methoxy-pyridin-3-yl)-pyridin-3-yl-amine ClC1=CC=C(C(=N1)OC)NC=1C=NC=CC1